3,7-diethyl-1,1,1-trifluorononane-4,6-dione C(C)C(CC(F)(F)F)C(CC(C(CC)CC)=O)=O